ClC=1C=CC(=C(C1)C(CC(=O)C1=CC=C(C=C1)OC)=O)OC 1-(5-chloro-2-methoxyphenyl)-3-(4-methoxyphenyl)-1,3-propanedione